[N+](=O)([O-])C=1C=C(C(=O)OC2(C(CC3C4CC(C5=CC(C=CC5(C4(C(CC23C)O)F)C)=O)F)C)C(NCC(CO)O)=O)C=CC1 17-((2,3-dihydroxypropyl)carbamoyl)-6,9-difluoro-11-hydroxy-10,13,16-trimethyl-3-oxo-6,7,8,9,10,11,12,13,14,15,16,17-dodecahydro-3H-cyclopenta[a]phenanthren-17-yl 3-nitrobenzoate